Br[Mg]C1=CC(=C(C=C1)Cl)C bromo(4-chloro-3-methylphenyl)magnesium